FC(COCCOCC)F 1-(2,2-difluoroethoxy)-2-ethoxyethane